1-tert-Butyl 2-methyl 6-methoxyindole-1,2-dicarboxylate COC1=CC=C2C=C(N(C2=C1)C(=O)OC(C)(C)C)C(=O)OC